N-methyl-6-[3-methyl-4-[methyl(propanoyl)amino]phenyl]-N-(3-pyridyl-methyl)pyridine-3-carboxamide CN(C(=O)C=1C=NC(=CC1)C1=CC(=C(C=C1)N(C(CC)=O)C)C)CC=1C=NC=CC1